(R)-N-(2-(4-cyanothiazolidin-3-yl)-2-oxoethyl)-6-(5-azaspiro[2.4]heptane-5-yl)quinoline-4-carboxamide C(#N)[C@H]1N(CSC1)C(CNC(=O)C1=CC=NC2=CC=C(C=C12)N1CC2(CC2)CC1)=O